bis(N-[2-(4-hydroxy-1H-indol-3-yl)ethyl]-N-methylcyclopropanaminium) (2E)-but-2-enedioate C(\C=C\C(=O)[O-])(=O)[O-].OC1=C2C(=CNC2=CC=C1)CC[NH+](C1CC1)C.OC1=C2C(=CNC2=CC=C1)CC[NH+](C1CC1)C